ClC1=C(C(=CC=C1)Cl)B(O)O (2,6-dichloro-phenyl)boronic acid